nitro-tetradecanedioic acid [N+](=O)([O-])C(C(=O)O)CCCCCCCCCCCC(=O)O